C(C)(C)OC1=C(C=C(C=C1)C=CC(=O)N)OC 3-(4-isopropoxy-3-methoxyphenyl)acrylamide